C(C)(C)(C)OC(=O)N1CC2(CC(C2)N2CCC(CC2)C2=CC=NN2C)CC1.N1C(CCCC1)C=1C=C2N=CC=NC2=CC1 6-(piperidin-2-yl)quinoxaline Tert-butyl-cis-2-(4-(1-methyl-1H-pyrazol-5-yl)piperidin-1-yl)-6-azaspiro[3.4]octane-6-carboxylate